2-[(E)-3-[3-Methoxy-4-(1,1,2,2-tetrafluoroethoxy)phenyl]prop-2-enoyl]benzoic acid COC=1C=C(C=CC1OC(C(F)F)(F)F)/C=C/C(=O)C1=C(C(=O)O)C=CC=C1